3-Propylene Sulfate S1(=O)(=O)OCC(C)O1